4-(4-carbamoylphenoxy)-2-(hydroxymethyl)benzoic acid C(N)(=O)C1=CC=C(OC2=CC(=C(C(=O)O)C=C2)CO)C=C1